ClC1=CC=C(CN2CC(CCC2)CC2=NC=3N(C=C2)N=C(C3C=O)C)C=C1 ((1-(4-chlorobenzyl)piperidin-3-yl)methyl)-2-methylpyrazolo[1,5-a]pyrimidine-3-carbaldehyde